6-(4,5,6,7-tetrahydro-1H-indol-1-yl)quinoline-4-carboxylic acid N1(C=CC=2CCCCC12)C=1C=C2C(=CC=NC2=CC1)C(=O)O